O=C(C(C1=CC=CC=C1)N1C(CCC1=O)=O)N1CCN(CC1)C1=CC(=CC=C1)OC(F)(F)F (2-oxo-1-phenyl-2-(4-(3-(trifluoromethoxy)phenyl)piperazin-1-yl)ethyl)pyrrolidine-2,5-dione